[Si](C)(C)(C(C)(C)C)OCC1=C(N=C(O1)C=O)C 5-(((tert-butyldimethylsilyl)oxy)methyl)-4-methyloxazole-2-carbaldehyde